1-((4,4,8-trimethyltricyclo[6.3.1.02,5]dodecan-1-yl)oxy)propan-2-ol CC1(CC2C3(CCCC(CCC12)(C3)C)OCC(C)O)C